2-cyclopropyl-6-{6-methyl-4-[(1-methylcyclopropyl)amino]furo[2,3-d]pyrimidine-5-carbonyl}-3h,4h,5h,6h,7h-pyrrolo[3,4-d]pyrimidin-4-one C1(CC1)C=1NC(C2=C(N1)CN(C2)C(=O)C2=C(OC=1N=CN=C(C12)NC1(CC1)C)C)=O